F[C@H]1[C@H](C1)N1C(C(=CC=C1)NC(=O)C=1C(=NC=2N(C1)C=CN2)OC(C)C)=O N-(1-((1S,2R)-2-fluorocyclopropyl)-2-oxo-1,2-dihydropyridin-3-yl)-7-isopropoxylimidazo[1,2-a]pyrimidine-6-carboxamide